FC1(CCN(CC1)C1=NC(=CC(=C1)NC(=O)C1=C(C=C(C=C1)NS(=O)(=O)CCO)C1CCC2(CC2)CC1)C)F [2-(4,4-difluoropiperidinyl)-6-methylpyridin-4-yl](4-{[(2-hydroxyethyl)sulfonyl]amino}-2-spiro[2.5]oct-6-ylphenyl)carboxamide